7-amino-2-(2-methoxyphenyl)imidazo[1,2-a]pyrimidin-5-ol NC1=NC=2N(C(=C1)O)C=C(N2)C2=C(C=CC=C2)OC